1-(4-methoxyphenyl)-2-phenylethane-1,2-dione COC1=CC=C(C=C1)C(C(=O)C1=CC=CC=C1)=O